4-chloro-2-hydroxy-7-(naphthalen-1-yl)-3-nitro-6-(trifluoromethyl)-1,7-naphthyridin-8(7H)-one ClC1=C(C(=NC=2C(N(C(=CC12)C(F)(F)F)C1=CC=CC2=CC=CC=C12)=O)O)[N+](=O)[O-]